C1=CC=CC=2C3=CC=CC=C3N(C12)C1=CC=C(C=C1)C(\C=C(/O)\C1=CC=C(C=C1)N1C2=CC=CC=C2C=2C=CC=CC12)=O (Z)-1,3-bis(4-(9H-carbazol-9-yl)phenyl)-3-hydroxy-2-propen-1-one